FC1(CCC(CC1)CN1N=C(C(=C1C(=O)NC1=CC(=NC=C1)C(=O)N)C(F)(F)F)C)F 4-(1-((4,4-difluorocyclohexyl)methyl)-3-methyl-4-(trifluoromethyl)-1H-pyrazole-5-carboxamido)picolinamide